FC1=CC(=C(C=C1)N1CC=C2N1C(=CC=N2)C2=CC=C(C=C2)F)C N-(4-fluoro-2-methylphenyl)-7-(4-fluorophenyl)pyrazolo[1,5-a]pyrimidine